2-methyl-5-(2-methyl-4-nitrophenoxy)octahydrocyclopenta[c]pyrrole CN1CC2C(C1)CC(C2)OC2=C(C=C(C=C2)[N+](=O)[O-])C